5-chloro-2-fluoro-3-((1-((6-(hydroxymethyl)-2-oxo-1,2-dihydropyridin-3-yl)methyl)-6-oxo-4-(1,1,2,2-tetrafluoroethyl)-1,6-dihydropyrimidin-5-yl)oxy)benzonitrile ClC=1C=C(C(=C(C#N)C1)F)OC1=C(N=CN(C1=O)CC=1C(NC(=CC1)CO)=O)C(C(F)F)(F)F